C(C(C)C)N1C2CC(CC1CC2)N2CCCCC2 1-(8-isobutyl-8-azabicyclo[3.2.1]octan-3-yl)piperidin